[P]=S.[Ge].[Li] lithium Germanium Phosphorus Sulfide